CC(C[C@@H](C(=O)N[C@H](C(=O)OC)C[C@H]1C(NCC1)=O)NC(=O)OC(CC1=CC=CC=C1)(C)C)C methyl (S)-2-((S)-4-methyl-2-((((2-methyl-1-phenylpropan-2-yl)oxy)carbonyl)amino)pentanamido)-3-((S)-2-oxopyrrolidin-3-yl)propanoate